C1(CC1)C=1C(=C2C=CN(C2=C(C1)C)C(=O)OC(C)(C)C)CN1[C@H](CN(CC1)CC(F)F)C1=CC=C(C=C1)C(=O)OC tert-Butyl 5-cyclopropyl-4-(((2S)-4-(2,2-difluoroethyl)-2-(4-(methoxycarbonyl)phenyl)piperazin-1-yl)methyl)-7-methylindole-1-carboxylate